2-(thien-2-yl)-1H-naphthalene S1C(=CC=C1)C1CC2=CC=CC=C2C=C1